cyclopropyl-(2-(6-(2-ethyl-5-fluoro-4-hydroxyphenyl)-1H-indazol-3-yl)pyrrolo[3,4-d]imidazole-5(1H,4H,6H)-yl)methanone C1(CC1)C(=O)N1CC=2NC(=NC2C1)C1=NNC2=CC(=CC=C12)C1=C(C=C(C(=C1)F)O)CC